C1(CC1)S(=O)(=O)NC1=NC=CC(=N1)C1(CCN(CC1)S(=O)(=O)CC)C(=O)NC1=NC=C(C=C1)C1=NC(=CN=C1)OCC 4-(2-(Cyclopropanesulfonamido)pyrimidin-4-yl)-N-(5-(6-ethoxypyrazin-2-yl)pyridin-2-yl)-1-(ethylsulfonyl)piperidine-4-carboxamide